OCC(C(C1=CC=C(C=C1)S(=O)(=O)C)O)NC(C(Cl)Cl)=O N-[1-(hydroxymethyl)-2-hydroxy-2-[4-(methylsulfonyl)phenyl]ethyl]-2,2-dichloroacetamide